CN1CCC[C@H]2[C@H]1CCN1C2=NC2=CC=CC(=C2C1=O)C |r| (±)-(4aR,13bS)-4,9-dimethyl-1,2,3,4,4a,5,6,13b-octahydro-8H-[1,6]naphthyridino[5,6-b]quinazolin-8-one